C(C)(C)(C)OC(=O)N1CCN(CC1)C1=CC2=C(N=C(S2)C=2C=NC(=CC2)N2C[C@@H](CC2)F)C=C1.NC1=C(SC2=NC(=CN=C21)O)C(=O)N2CCCCC2 (7-amino-3-hydroxylthieno[2,3-b]pyrazin-6-yl)(piperidin-1-yl)methanone tert-butyl-(R)-4-(2-(6-(3-fluoropyrrolidin-1-yl)pyridin-3-yl)benzo[d]thiazol-6-yl)piperazine-1-carboxylate